FC1=C2C=C(N(C2=C(C=C1)F)CCNC1=CC(=NC=N1)C1=CC(=C(C(=O)O)C=C1)CCC)C 4-{6-[2-(4,7-Difluoro-2-methyl-indol-1-yl)-ethylamino]-pyrimidin-4-yl}-2-propyl-benzoic acid